(5-(3-butyryl-2,6-dihydroxy-4-methoxy-5-methylbenzyl)-2,4,6-trihydroxy-1,3-phenylene)bis(phenylmethanone) C(CCC)(=O)C=1C(=C(CC=2C(=C(C(=C(C2O)C(=O)C2=CC=CC=C2)O)C(=O)C2=CC=CC=C2)O)C(=C(C1OC)C)O)O